[Na+].[Zn+2].S(=O)(=O)([O-])[O-].[Zn+2] zinc sulfate, zinc-sodium salt